4-Amino-1-(1-methylisoquinolin-5-yl)-7-bromo-2-oxo-1,2-dihydroquinoline-3-carboxylic acid methyl ester COC(=O)C=1C(N(C2=CC(=CC=C2C1N)Br)C1=C2C=CN=C(C2=CC=C1)C)=O